1-{2-[3-(4-ethyl-piperazin-1-yl)-phenylamino]-5-fluoro-pyrimidin-4-yl}-5-(2-morpholin-4-yl-ethoxy)-1H-indole-3-carboxylic acid amide C(C)N1CCN(CC1)C=1C=C(C=CC1)NC1=NC=C(C(=N1)N1C=C(C2=CC(=CC=C12)OCCN1CCOCC1)C(=O)N)F